2,2'-azobis[N-(2-methylpropyl)-2-methylpropionamide] N(=NC(C(=O)NCC(C)C)(C)C)C(C(=O)NCC(C)C)(C)C